P(O)(O)=O.C(C)N(CC)C diethylaminomethane phosphonate